COC(=O)C1=C(NC(=C([C@H]1C1=C(C(=CC=C1)Cl)Cl)C(=O)O)C)C |r| (RS)-4-(2,3-dichlorophenyl)-2,6-dimethyl-1,4-dihydropyridine-3,5-dicarboxylic acid 3-O-methyl ester